4-chloro-1-(2-methoxyethyl)-3-methyl-1H-pyrazole ClC=1C(=NN(C1)CCOC)C